(2R,3R,4R,5R)-5-(3-benzoyl-2,4-dioxo-3,4-dihydropyrimidin-1(2H)-yl)-2-((E)-2-(dimethoxyphosphoryl)vinyl)-4-(ethylthio)tetrahydrofuran-3-yl(2-cyanoethyl)diisopropylphosphoramidite C(C1=CC=CC=C1)(=O)N1C(N(C=CC1=O)[C@H]1[C@@H]([C@@H]([C@H](O1)\C=C\P(=O)(OC)OC)OP([O-])N(C(C)(C)CCC#N)C(C)C)SCC)=O